ClC=1C=C(C=CC1F)NC1=NC=NC2=CC(=C(C=C12)NC(\C=C\CN(C)C)=O)OCCCNC(CNC(OC1CC\C=C\CCC1)=O)=O (E)-cyclooct-4-en-1-yl (2-((3-((4-((3-chloro-4-fluorophenyl)amino)-6-((E)-4-(dimethylamino)but-2-enamido)quinazolin-7-yl)oxy)propyl)amino)-2-oxoethyl)carbamate